C(C)(C)(C)OC1=CC=C(C[C@H](N)CC(=O)O)C=C1 O-tert-butyl-L-β-homotyrosine